5-((1-(4-(1-Methylhexahydropyrrolo[3,4-b]pyrrol-5(1H)-yl)phenyl)-1H-imidazol-4-yl)amino)pyrazine-2-carbonitrile CN1C2C(CC1)CN(C2)C2=CC=C(C=C2)N2C=NC(=C2)NC=2N=CC(=NC2)C#N